FC=1C=CC(=NC1)NC(CN1C=2N(C(C3=C1C(N(C3)C(C)C)=O)=O)N=C(C2)NC(CO)=O)=O N-[4-{2-[(5-fluoropyridin-2-yl)amino]-2-oxoethyl}-5,8-dioxo-6-(propan-2-yl)-5,6,7,8-tetrahydro-4H-pyrazolo[1,5-a]pyrrolo[3,4-d]pyrimidin-2-yl]-2-hydroxyacetamide